CC1=NN(C(=C1)C1=NSC=2C1=NC(=CC2C(C)(C)O)N2[C@@H](COCC2)C)C2OCCCC2 2-(3-(3-methyl-1-(tetrahydro-2H-pyran-2-yl)-1H-pyrazol-5-yl)-5-((R)-3-methylmorpholino)isothiazolo[4,5-b]pyridin-7-yl)propan-2-ol